tert-butyl N-[2-[4-[6-(4-hydroxycyclohexen-1-yl)-2-oxo-3H-imidazo[4,5-b]pyridin-1-yl]piperidine-1-carbonyl]-5-(trifluoromethoxy)phenyl]carbamate OC1CC=C(CC1)C=1C=C2C(=NC1)NC(N2C2CCN(CC2)C(=O)C2=C(C=C(C=C2)OC(F)(F)F)NC(OC(C)(C)C)=O)=O